C(C)(C)(C)OC(=O)N1CC2=CC=CC=C2C[C@H]1C=C (S)-3-vinyl-3,4-dihydroisoquinoline-2(1H)-carboxylic acid tert-butyl ester